N-(4-cyanonaphthalen-1-yl)-2-(4-((1-(3-(2,6-dioxopiperidin-3-yl)-4-oxo-3,4-dihydrobenzo[d][1,2,3]triazin-7-yl)azetidin-3-yl)ethynyl)-1H-pyrazol-1-yl)-2-methylpropanamide C(#N)C1=CC=C(C2=CC=CC=C12)NC(C(C)(C)N1N=CC(=C1)C#CC1CN(C1)C=1C=CC2=C(N=NN(C2=O)C2C(NC(CC2)=O)=O)C1)=O